4-fluoro-8,14-dioxa-10,19,20-triazatetracyclo[13.5.2.12,6.018,21]tricosa-1(20),2,4,6(23),15,17,21-heptaen-9-one FC=1C=C2C3=NNC4=CC=C(OCCCNC(OCC(C1)=C2)=O)C=C34